C1(CC1)CN[C@H]1[C@@H](C1)C=1C=C(SC1C)C(=O)NC1CCC(CC1)(F)F 4-(trans-2-((cyclopropylmethyl)amino)-cyclopropyl)-N-(4,4-difluorocyclohexyl)-5-methylthiophene-2-carboxamide